O=C(C(=O)[O-])CC(C)C 2-Oxoisocaproate